C(CCCCC)C1=C(C=CC=C1)C(CCCCCC1=C(N=NN1)C1=CC=CC=C1)C1=C(C=CC=C1)CCCCCC bis[2-hexylphenyl]hexylphenyl-triazole